[Li].C1(CC1)C(=O)N1CCN(CC1)C(=O)C=1C=NC2=CC=C(C=C2C1N1CCC(CC1)(C1=CC=CC=C1)CO)F (4-(cyclopropanecarbonyl)piperazin-1-yl)(6-fluoro-4-(4-(hydroxymethyl)-4-phenylpiperidin-1-yl)quinolin-3-yl)methanone Lithium